peroxycrotonic acid C(\C=C\C)(=O)OO